Bis(citraconimidomethyl)benzene C1(C(C)=CC(N1CC1=C(C=CC=C1)CN1C(C(C)=CC1=O)=O)=O)=O